C(#N)C1=CC=C(C=C1)C(C(=O)O)CC(F)(F)F (4-cyanophenyl)-4,4,4-trifluorobutanoic acid